(2R)-2-(4,5-dichloro-6-oxo-pyridazin-1-yl)-N-[4-methyl-3-[3-(2-pyridyl)propylsulfonyl]phenyl]propanamide ClC=1C=NN(C(C1Cl)=O)[C@@H](C(=O)NC1=CC(=C(C=C1)C)S(=O)(=O)CCCC1=NC=CC=C1)C